ClC1=CC=C(C=C1)[C@H](C(=O)N1C=CC2=CC(=C(C=C12)C(F)(F)F)OC)NC=1C=C(OCC2CC(C2)C(=O)O)C=C(C1)OC (1r,3r)-3-((3-((1-(4-chlorophenyl)-2-(5-methoxy-6-(trifluoromethyl)indol-1-yl)-2-oxoethyl)amino)-5-methoxyphenoxy)methyl)-cyclobutylcarboxylic acid